COC1=CC=C(C=C1)C1=CC=C(C=C1)OC dimethoxy[1,1'-biphenyl]